4-(5-acetamido-3-chloro-2-methylphenyl)butanoic acid C(C)(=O)NC=1C=C(C(=C(C1)CCCC(=O)O)C)Cl